C(#N)C=1[NH+]=C(NC1C#N)C(C(F)(F)F)(F)F 4,5-dicyano-2-pentafluoroethylimidazolium